C(C1=CC=CC=C1)OC(CCCCCC(CN(CC(CCCCCC(=O)OCC1=CC=CC=C1)O)CCCCOC(C1=CC=CC=C1)(C1=CC=CC=C1)C1=CC=CC=C1)O)=O benzyl 8-{[8-(benzyloxy)-2-hydroxy-8-oxooctyl][4-(triphenylmethoxy)butyl]amino}-7-hydroxyoctanoate